C(C)(=O)OCC(=O)N1CC=2C=NC=3C(=C(C(=CC3C2[C@@H]1C)OC)Cl)C1CC1 (S)-2-(7-chloro-6-cyclopropyl-8-methoxy-1-methyl-1,3-dihydro-2H-pyrrolo[3,4-c]quinolin-2-yl)-2-oxoethyl acetate